ClC=1C=C(C=C(C1F)Cl)C1(CC(=NO1)C1=CC(=C(C(=O)NC2=NN(C(=N2)CF)C)C=C1)C)C(F)(F)F 4-(5-(3,5-dichloro-4-fluorophenyl)-5-(trifluoromethyl)-4,5-dihydroisoxazol-3-yl)-N-(5-(fluoromethyl)-1-methyl-1H-1,2,4-triazol-3-yl)-2-methylbenzamide